6-bromo-3-(pyridin-4-yl)pyrazolo[1,5-a]pyridine BrC=1C=CC=2N(C1)N=CC2C2=CC=NC=C2